BrC1=CC=C2NC(C(NC2=C1C)=O)CC 7-bromo-3-ethyl-8-methyl-3,4-dihydro-1H-quinoxalin-2-one